ClC=1C=CC(=C(C1)C1=CC(N(C=C1OC)[C@@H](C(=O)NC1=CC=C(C(=O)N)C=C1)CC1=CC=CC=C1)=O)C(CC)=O (R)-4-(2-(4-(5-chloro-2-propionylphenyl)-5-methoxy-2-oxopyridin-1(2H)-yl)-3-phenylpropionylamino)benzamide